C(C(=C)C)(=O)O.C(C(=C)C)(=O)O.C(C(=C)C)(=O)O.OCC(CC)(CO)CO 1,1,1-tris(hydroxymethyl)propane trimethacrylate